C(C)(C1=C(N)C=CC=C1)C1=C(N)C=CC=C1 2,2'-ethylidenedianiline